6-((2-fluoro-5-(5-fluoropyrimidin-2-yl)-4-methylphenyl)carbamoyl)-3-methyl-6-azabicyclo[3.1.1]heptane-1-carboxylic acid methyl ester COC(=O)C12CC(CC(N1C(NC1=C(C=C(C(=C1)C1=NC=C(C=N1)F)C)F)=O)C2)C